acryloyloxy-1,4-dimethylcyclohexylphosphoric acid C(C=C)(=O)OC1C(CCC(C1)C)(C)OP(O)(O)=O